1-(3-chloro-5-methoxy-2-pyridyl)piperazine ClC=1C(=NC=C(C1)OC)N1CCNCC1